OC(CC(=O)[O-])CCCCCCCO 3,10-dihydroxydecanoate